8-(4,4,5,5-tetramethyl-1,3,2-dioxaborolan-2-yl)acenaphtho[1,2-b]pyridine CC1(OB(OC1(C)C)C1=CC=C2C(=N1)C=1C=CC=C3C=CC=C2C13)C